NC(C)(C)C1=CC(=NC(=C1)C1=CC=C(C=C1)F)C(CNC(=O)C1=CC(=NN1C)N1N=CC=C1)(O)C1CC1 N-(2-(4-(2-aminopropan-2-yl)-6-(4-fluorophenyl)pyridin-2-yl)-2-cyclopropyl-2-hydroxyethyl)-1'-methyl-1'H-[1,3'-bipyrazole]-5'-carboxamide